C1(CC1)C1=CC=C2C(C(=NN(C2=C1)C(C)C)CC(=O)NC1=NC=NC=C1)=O 2-(7-cyclopropyl-1-isopropyl-4-oxo-1,4-dihydrocinnolin-3-yl)-N-(pyrimidin-4-yl)-acetamide